C(C=C)(=O)OCCCC(C(=O)O)CC(=O)O acryloyloxypropyl-succinic Acid